methyl 4-(2-fluoro-5-(hydroxymethyl) phenyl)-6-methylnicotinate FC1=C(C=C(C=C1)CO)C1=CC(=NC=C1C(=O)OC)C